2-(dimethylamino)-1-(4-(2-(8-(2-hydroxypropan-2-yl)imidazo[1,2-a]pyridin-6-yl)-3-isopropyl-1H-indol-5-yl)piperidin-1-yl)ethan-1-one CN(CC(=O)N1CCC(CC1)C=1C=C2C(=C(NC2=CC1)C=1C=C(C=2N(C1)C=CN2)C(C)(C)O)C(C)C)C